C(C)OC(=O)[C@@H]1[C@H](C1)C1=NC=C(N=C1)Cl (1S,2S)-2-(5-chloro-pyrazin-2-yl)-cyclopropanecarboxylic acid ethyl ester